C1(=CC=CC2=CC=CC=C12)C1=NC(=CC(=C1)C1=CC=NC=C1)C1=CC=CC2=CC=CC=C12 2,6-dinaphthyl-4,4'-bipyridine